COC(=O)C=1N=CSC1CC(CO)(C)C 5-(3-hydroxy-2,2-dimethylpropyl)-1,3-thiazole-4-carboxylic acid methyl ester